(E)-3-hydroxy-2-(4-(carbomethoxy)styryl)-4H-pyran-4-one OC1=C(OC=CC1=O)\C=C\C1=CC=C(C=C1)C(=O)OC